(S)-ethyl 2-(tert-butoxy)-2-(7-(4-chlorophenyl)-2-(3-(3-(2-methoxyethyl)-2-oxoimidazolidin-1-yl)-1-methyl-1H-indazol-5-yl)-5-methylbenzo[d]thiazol-6-yl)acetate C(C)(C)(C)O[C@H](C(=O)OCC)C1=C(C2=C(N=C(S2)C=2C=C3C(=NN(C3=CC2)C)N2C(N(CC2)CCOC)=O)C=C1C)C1=CC=C(C=C1)Cl